4-(N-(3-(3-Chloro-4-fluorophenyl)-1-methyl-1H-indol-5-yl)sulfamoyl)-N-hydroxybenzamid ClC=1C=C(C=CC1F)C1=CN(C2=CC=C(C=C12)NS(=O)(=O)C1=CC=C(C(=O)NO)C=C1)C